2,2-dioxo-1-(3-methylbenzenesulfonyl)-3-phenyl-5-(4-methylbenzenesulfonyl)-4,5-dihydrothieno[3,4-c]quinoline O=S1(C(=C2CN(C=3C=CC=CC3C2=C1S(=O)(=O)C1=CC(=CC=C1)C)S(=O)(=O)C1=CC=C(C=C1)C)C1=CC=CC=C1)=O